C12CNCC(CC1)N2C2=CC=CC=1N(C(N(C12)C)=O)C1C(NC(CC1)=O)=O 3-[4-(3,8-diazabicyclo[3.2.1]octan-8-yl)-3-methyl-2-oxo-benzimidazol-1-yl]piperidine-2,6-dione